di(3-methoxybutyl)peroxydicarbonate COC(CCOC(=O)OOC(=O)OCCC(C)OC)C